FC=1C(=CC(=NC1)OC)C1=NC(=NN1COCC[Si](C)(C)C)C(=O)N1CCC(CC1)C(=O)OCC ethyl 1-[5-(5-fluoro-2-methoxypyridin-4-yl)-1-[[2-(trimethylsilyl)ethoxy]methyl]-1,2,4-triazole-3-carbonyl]piperidine-4-carboxylate